C(C)OC(C)N1N=CC(=C1)C1=C(C(=NC=N1)N)OC 6-(1-(1-ethoxyethyl)-1H-pyrazol-4-yl)-5-methoxypyrimidin-4-amine